ClC(=O)OC(CCC)OC(=O)Cl butanediol bis(chloroformate)